(Perfluorohexyl) ethyl phosphate P(=O)(OC(C(C(C(C(C(F)(F)F)(F)F)(F)F)(F)F)(F)F)(F)F)(OCC)[O-]